4-[(1S,4R,5R)-5-{[5-cyclopropyl-3-(2,6-dichlorophenyl)-1,2-oxazol-4-yl]methoxy}-3-oxo-2-azabicyclo[2.2.1]heptan-2-yl]-2-fluoro-N-(oxane-4-sulfonyl)benzamide C1(CC1)C1=C(C(=NO1)C1=C(C=CC=C1Cl)Cl)CO[C@H]1[C@@H]2C(N([C@H](C1)C2)C2=CC(=C(C(=O)NS(=O)(=O)C1CCOCC1)C=C2)F)=O